FC=1C=C(C=CC1C(F)(F)F)C1C(=C(NC=2N1N=C(C2)CN2CC(C2)OC)C)C(=O)NC=2C=C1C=CN=CC1=CC2 7-(3-fluoro-4-(trifluoromethyl)phenyl)-N-(isoquinolin-6-yl)-2-((3-methoxyazetidin-1-yl)methyl)-5-methyl-4,7-dihydropyrazolo[1,5-a]pyrimidine-6-carboxamide